4-(4-Acetylpiperazin-1-yl)-N-(5-methylhexyl)-1H-benzo[d]imidazole-1-carboxamide C(C)(=O)N1CCN(CC1)C1=CC=CC=2N(C=NC21)C(=O)NCCCCC(C)C